COC(=O)[C@H]1C[C@H](C[C@H](C1)OC)NC(=O)OCC1=CC=CC=C1 (1S,3R,5S)-3-{[(benzyloxy)carbonyl]amino}-5-methoxycyclohexane-1-carboxylic acid methyl ester